(4-fluoro-2,6-dimethylphenyl)-2-((6-(4-(2-hydroxyethyl)piperazin-1-yl)-2-methylpyrimidin-4-yl)amino)thiazole-5-carboxamide FC1=CC(=C(C(=C1)C)C=1N=C(SC1C(=O)N)NC1=NC(=NC(=C1)N1CCN(CC1)CCO)C)C